NCC1=CC(=NC=C1)NC=1SC2=C(N1)C=CC(=C2)C=2C=NC=NC2 N-(4-(aminomethyl)pyridin-2-yl)-6-(pyrimidin-5-yl)benzo[d]thiazol-2-amine